DL-canaline N[C@@H](CCON)C(=O)O |r|